(E)-6-(3,7-dimethylocta-2,6-dien-1-yl)-5,7-bis(methoxymethoxy)-2-phenyl-4H-chromen-4-one C\C(=C/CC=1C(=C2C(C=C(OC2=CC1OCOC)C1=CC=CC=C1)=O)OCOC)\CCC=C(C)C